4-(difluoromethoxy)-N-(prop-2-yn-1-yl)benzamide methyl-(S)-4-(3-((tert-butoxycarbonyl)amino)pyrrolidin-1-yl)-6-methoxynicotinate COC(C1=CN=C(C=C1N1C[C@H](CC1)NC(=O)OC(C)(C)C)OC)=O.FC(OC1=CC=C(C(=O)NCC#C)C=C1)F